2-(4-formyl-2-nitrophenoxy)-6-(methoxycarbonyl)tetrahydro-2H-Pyran-3,4,5-triacetic acid C(=O)C1=CC(=C(OC2OC(C(C(C2CC(=O)O)CC(=O)O)CC(=O)O)C(=O)OC)C=C1)[N+](=O)[O-]